O1C(OCC1)C1=CC=C(C=C1)CO (4-(1,3-dioxolan-2-yl)phenyl)methanol